3-(5-((4-((4'-fluoro-5,5-dimethyl-3,4,5,6-tetrahydro-[1,1'-biphenyl]-2-yl)methyl)-2-(fluoromethyl)piperazin-1-yl)methyl)-1-oxoisoindolin-2-yl)piperidine-2,6-dione FC1=CC=C(C=C1)C1=C(CCC(C1)(C)C)CN1CC(N(CC1)CC=1C=C2CN(C(C2=CC1)=O)C1C(NC(CC1)=O)=O)CF